FC1=C(C(=CC(=C1)OC)F)[C@H]1[C@@H](C(N(C1)CC=1C=NC=CC1)=O)NC(=O)NC1=CC=C(C=C1)F |o1:10,11| (-)-1-[(3S*,4R*)-4-(2,6-difluoro-4-methoxyphenyl)-2-oxo-1-(pyridin-3-ylmethyl)pyrrolidin-3-yl]-3-(4-fluorophenyl)urea